2,6-dimethylpiperidine oxide CC1[NH+](C(CCC1)C)[O-]